CC1=C(C=C(C=C1)NC(=O)[C@@H]1N(CCCC1)C(=O)OC(C)(C)C)C(N[C@H](C)C1=CC(=CC2=CC=CC=C12)C=1C=NN(C1)C)=O tert-butyl (R)-2-((4-methyl-3-(((R)-1-(3-(1-methyl-1H-pyrazol-4-yl)naphthalen-1-yl)ethyl)carbamoyl)phenyl)carbamoyl)piperidine-1-carboxylate